C(C1=CC=CC=C1)C[Si](C)(C)CCOCN1N=CC(=C1)C1=NN(C2=CC=C(C=C12)O[C@@H](CCOCCCOCC1=CC=CC=C1)C)C1OCCCC1 benzyl-2-[[4-[5-[(1R)-3-(3-benzyloxypropoxy)-1-methyl-propoxy]-1-tetrahydropyran-2-yl-indazol-3-yl]pyrazol-1-yl]methoxy]ethyl-trimethyl-silane